3-(CYCLOHEXYLAMINOCARBONYL)PHENYLBORONIC ACID C1(CCCCC1)NC(=O)C=1C=C(C=CC1)B(O)O